[C@H]12CN(C[C@H](CC1)N2)C=2C1=C(N=C(N2)OCC23CC(CN3CC2)=C)C(=C(N=C1)C1=CC(=CC2=CC=CC(=C12)C#C)O)F 4-(4-((1R,5S)-3,8-diazabicyclo[3.2.1]oct-3-yl)-8-fluoro-2-((3-methylene-1-azabicyclo[3.2.0]heptan-5-yl)methoxy)pyrido[4,3-d]pyrimidin-7-yl)-5-ethynylnaphthalen-2-ol